[3-(4-fluorophenyl)azepan-1-carbonyl]-6-methyl-N-(1-methylcyclopropyl)furo[2,3-d]pyrimidin-4-amine FC1=CC=C(C=C1)C1CN(CCCC1)C(=O)C=1N=C(C2=C(N1)OC(=C2)C)NC2(CC2)C